(5R,8S,11S)-11-((E)-4-chlorobut-1-en-1-yl)-8-isopropyl-5-methyl-10-oxa-3,17-dithia-7,14,19,20-tetraazatricyclo[14.2.1.12,5]icosa-1(18),2(20),16(19)-triene-6,9,13-trione ClCC/C=C/[C@H]1OC([C@@H](NC([C@@]2(CSC(C3=CSC(CNC(C1)=O)=N3)=N2)C)=O)C(C)C)=O